3-(prop-1-en-2-yl)quinoxaline-5-carbonitrile C=C(C)C=1C=NC=2C=CC=C(C2N1)C#N